CC(C)(C)P(=S)(C(C)(C)C)CC1=NC(=CC(=C1)B1OC(C(O1)(C)C)(C)C)CP(=S)(C(C)(C)C)C(C)(C)C 2,6-bis[[bis(1,1-dimethylethyl)phosphinothioyl]methyl]-4-(4,4,5,5-tetramethyl-1,3,2-dioxaborolane-2-yl)pyridine